C(C1=CC=CC=C1)OC(=O)N1C(CCCC1)CN1CCOCC1 (morpholinomethyl)piperidine-1-carboxylic acid benzyl ester